C(O)([O-])=O.[NH4+] ammonium hydrogencarbonate salt